C(CC[C@@H](C(=O)O)NC(=O)C1=CC=C(NCC2=CN=C3N=C(N)NC(=O)C3=N2)C=C1)(=O)O.OC=1[C@H](OC(C1O)=O)[C@H](CO)O Vitamin C Folate